calcium di(nonyl) dithiophosphate P(=S)(SCCCCCCCCC)(OCCCCCCCCC)[O-].[Ca+2].C(CCCCCCCC)SP(=S)(OCCCCCCCCC)[O-]